4-(8-((4-([1,2,4]triazolo[1,5-a]pyridin-7-yloxy)-3-methylphenyl)amino)-7-cyano-1,5-naphthyridin-2-yl)-3,6-dihydropyridine-1(2H)-carboxylic acid tert-butyl ester C(C)(C)(C)OC(=O)N1CCC(=CC1)C1=NC2=C(C(=CN=C2C=C1)C#N)NC1=CC(=C(C=C1)OC1=CC=2N(C=C1)N=CN2)C